ClC(SN(S(=O)(=O)N(C)C)C1=CC=CC=C1)(F)Cl dichlorofluoromethylthio-N',N'-dimethyl-N-phenylsulfamide